17-chloro-4,6,8,10,12,14-hexamethylheptadecyloxymethyl ether ClCCCC(CC(CC(CC(CC(CC(CCCOCOCOCCCC(CC(CC(CC(CC(CC(CCCCl)C)C)C)C)C)C)C)C)C)C)C)C